C1(NC=NC=N1)=O 2,4,6-triazinone